1,2-bistrimethoxysilylhexane CO[Si](CC(CCCC)[Si](OC)(OC)OC)(OC)OC